C(C1=CC=CC=C1)N1N=C(C=C1C(=O)NC1CCC(CC1)O)C(=O)NC 1-Benzyl-N5-((1r,4r)-4-hydroxycyclohexyl)-N3-methyl-1H-pyrazole-3,5-dicarboxamide